N-hydroxy-7-(4-(6-methylbenzo[d]thiazole-2-yl)phenoxy)heptanamide Methyl-(5-(2-ethoxy-5-((4-oxo-3,4-dihydrophthalazin-1-yl)methyl)phenyl)-1H-benzoimidazol-2-yl)carbamate CN(C(O)=O)C1=NC2=C(N1)C=CC(=C2)C2=C(C=CC(=C2)CC2=NNC(C1=CC=CC=C21)=O)OCC.ONC(CCCCCCOC2=CC=C(C=C2)C=2SC1=C(N2)C=CC(=C1)C)=O